CS(=O)(=O)C1=NC=C(C=N1)C=1N=NN(C1)CCCCCC(=O)N 6-(4-(2-(methylsulfonyl)pyrimidin-5-yl)-1H-1,2,3-triazol-1-yl)hexanamide